N'-(2-chloro-4-(3-((3-methoxybenzyl)oxy)oxetan-3-yl)-5-methylphenyl)-N-ethyl-N-methylformimidamide ClC1=C(C=C(C(=C1)C1(COC1)OCC1=CC(=CC=C1)OC)C)N=CN(C)CC